2-(difluoromethoxy)-5-nitropyridine FC(OC1=NC=C(C=C1)[N+](=O)[O-])F